The molecule is a haloacetic acid that is acetic acid in which one of the methyl hydrogens is substituted by fluorine. It has a role as an EC 4.2.1.3 (aconitate hydratase) inhibitor. It is an organofluorine compound and a haloacetic acid. It is a conjugate acid of a fluoroacetate. C(C(=O)O)F